1-(3-(((3-chloro-5-(prop-1-en-2-yl)isoquinolin-8-yl)amino)methyl)azetidin-1-yl)ethan-1-one ClC=1N=CC2=C(C=CC(=C2C1)C(=C)C)NCC1CN(C1)C(C)=O